3a,5,6,7,8,8b-Hexahydro-2,2,6,6,7,8,8-heptamethyl-4H-indeno[4,5-d]-1,3-dioxol CC1(OC2C(O1)C=1C(C(C(C1CC2)(C)C)C)(C)C)C